O=C(O)[C@@H](N)CC1=CC=C(O)C(O)=C1 E-Dopa